FC1(CC1)C1=CC(=NO1)C(=O)NC1C[C@H]2CC[C@@H](C1)N2S(=O)(=O)CC2CCNCC2 5-(1-Fluorocyclopropyl)-N-((1R,3r,5S)-8-((piperidin-4-ylmethyl)sulfonyl)-8-azabicyclo[3.2.1]octan-3-yl)isoxazole-3-carboxamide